The molecule is a branched amino hexasaccharide made up from two fucose, two galactose, one glucosamine and one glucose unit (at the reducing end). It is a glucosamine oligosaccharide and an amino hexasaccharide. C[C@H]1[C@H]([C@H]([C@@H]([C@@H](O1)O[C@@H]2[C@H](O[C@H]([C@@H]([C@H]2O[C@H]3[C@@H]([C@H]([C@H]([C@H](O3)CO)O)O)O[C@H]4[C@H]([C@@H]([C@@H]([C@@H](O4)C)O)O)O)NC(=O)C)O[C@H]5[C@H]([C@H](O[C@H]([C@@H]5O)O[C@@H]6[C@H](OC([C@@H]([C@H]6O)O)O)CO)CO)O)CO)O)O)O